N-[(E)-(dimethylamino)methylene]-2-nitrobenzamide CN(C)\C=N\C(C1=C(C=CC=C1)[N+](=O)[O-])=O